C(C)(C)(C)OC(=O)N1CCC(CC1)OC(=O)N[C@@H](CO[Si](C)(C)C(C)(C)C)C(=O)O (((1-(Tert-butoxycarbonyl)piperidin-4-yl)oxy)carbonyl)-O-(tert-butyldimethylsilyl)-Z-serine